S(=O)(=O)(O)[Zn](S(=O)(=O)O)(S(=O)(=O)O)S(=O)(=O)O tetra-sulfozinc